N-((1R,3s,5S)-8-(thiazol-2-ylmethyl)-8-azabicyclo[3.2.1]oct-3-yl)-1H-indole-6-carboxamide S1C(=NC=C1)CN1[C@H]2CC(C[C@@H]1CC2)NC(=O)C2=CC=C1C=CNC1=C2